ClCC(=O)N[C@H]1CN(CCC1)C1CCC1 2-chloro-N-[(3R)-1-cyclobutyl-3-piperidyl]acetamide